N-{4-[4-(1-Acetyl-piperidin-4-yloxy)-3-methyl-1H-pyrazolo[3,4-d]pyrimidin-6-yl]-Phenyl}-2-fluoro-5-methoxy-benzenesulfonamide C(C)(=O)N1CCC(CC1)OC1=C2C(=NC(=N1)C1=CC=C(C=C1)NS(=O)(=O)C1=C(C=CC(=C1)OC)F)NN=C2C